ClC1=NC=C(C(=N1)C=1C=C2C3=C(C=NC2=C(C1)F)CC1CCC3N1C(=O)OC(C)(C)C)Cl tert-butyl 2-(2,5-dichloropyrimidin-4-yl)-4-fluoro-8,9,10,11-tetrahydro-7H-8,11-epiminocyclohepta[c]quinoline-12-carboxylate